CC1CC2(CCC=3C=NC=NC3C2)C2=CC=CC=C12 3-methyl-2,3,5',8'-tetrahydro-6'H-spiro[indene-1,7'-quinazoline]